ClC=1C(=C2C=NNC2=C(C1F)C(C)(C)F)C=1N=CC=2N(C1)C=C(N2)NC(=O)C2C(C2)F N-(6-(5-chloro-6-fluoro-7-(2-fluoropropan-2-yl)-1H-indazol-4-yl)imidazo[1,2-a]pyrazin-2-yl)-2-fluorocyclopropane-1-carboxamide